5-chloro-N-(3-(1,1-difluoropropyl)phenyl)-1-(4-methoxyphenyl)-3-methyl-1H-pyrazole-4-carboxamide ClC1=C(C(=NN1C1=CC=C(C=C1)OC)C)C(=O)NC1=CC(=CC=C1)C(CC)(F)F